2-(difluoromethyl)-5-(2-(4-fluorobenzyl)imidazo[1,2-a]pyridin-7-yl)-1,3,4-oxadiazole FC(C=1OC(=NN1)C1=CC=2N(C=C1)C=C(N2)CC2=CC=C(C=C2)F)F